(+)-dibenzoyltartaric acid (anhydride) C(C1=CC=CC=C1)(=O)C1(C(C(=O)OC1=O)(O)C(C1=CC=CC=C1)=O)O